1-((tert-butylsulfinyl)imino)-4-chloro-1,3-dihydrospiro[indene-2,4'-piperidine]-1'-carboxylic acid tert-butyl ester C(C)(C)(C)OC(=O)N1CCC2(CC1)C(C1=CC=CC(=C1C2)Cl)=NS(=O)C(C)(C)C